C(C)(C)(C)[S@@](=O)N[C@@H]1C2=CC=CC=C2CC12CCN(CC2)C2=NC(=C(C(=N2)C(=O)N)C2=C(C(=NC=C2)Cl)Cl)C 2-((S)-1-(((R)-tert-butylsulfinyl)amino)-1,3-dihydrospiro[indene-2,4'-piperidin]-1'-yl)-5-(2,3-dichloropyridin-4-yl)-6-methylpyrimidin-4-carboxamide